C1(CC1)C1=C(C(=NO1)C1=C(C=CC=C1Cl)Cl)COC1CCN(CC1)C=1C=CC(=NC1)C(=O)NN 5-(4-((5-cyclopropyl-3-(2,6-dichlorophenyl)isoxazol-4-yl)methoxy)piperidin-1-yl)picolinohydrazide